N1(CCNCCC1)C1=CC=C(C=C1)NC=1N=CC2=C(N1)N(C(C=C2C#C)=O)C2=CC=CC=C2 2-((4-(1,4-diazepan-1-yl)phenyl)amino)-5-ethynyl-8-phenylpyrido[2,3-d]pyrimidin-7(8H)-one